OCC[N+](CCCS(=O)(=O)O)(C)C 3-[(2-hydroxyethyl)dimethylammonio]propane-1-sulfonic acid